6-Chloro-4-(6-azaspiro[2.5]octan-6-yl)nicotinic acid ClC1=NC=C(C(=O)O)C(=C1)N1CCC2(CC2)CC1